2-(ethoxycarbonyl)furan-5-boronic acid pinacol ester C(C)OC(=O)C=1OC(=CC1)B1OC(C)(C)C(C)(C)O1